C(C)N1N=C(C=C1C1=NNC=N1)C 3-(1-ethyl-3-methyl-1H-pyrazol-5-yl)-1H-1,2,4-triazol